NCCCNCCCNCCCN N,N'-di(3-aminopropyl)-1,3-propanediamine